3-(2-(3-Cyclobutoxyphenyl)-1,2,3,4-tetrahydroisoquinolin-6-yl)propionic acid C1(CCC1)OC=1C=C(C=CC1)N1CC2=CC=C(C=C2CC1)CCC(=O)O